CN1CCN(CC1)C=1C=C(C=CC1)O 3-(4-methylpiperazin-1-yl)phenol